(S)-5-(1-amino-6-bromo-1,3-dihydrospiro[indene-2,4'-piperidin]-1'-yl)-2-((2,3-dichlorophenyl)thio)-6-(hydroxymethyl)pyridin-3-ol N[C@@H]1C2=CC(=CC=C2CC12CCN(CC2)C=2C=C(C(=NC2CO)SC2=C(C(=CC=C2)Cl)Cl)O)Br